N-[(1R,3S)-3-{[6-chloro-2-(trifluoromethyl)quinolin-4-yl]amino}cyclohexyl]-1-ethyl-5-fluoro-1H-pyrazole-4-carboxamide ClC=1C=C2C(=CC(=NC2=CC1)C(F)(F)F)N[C@@H]1C[C@@H](CCC1)NC(=O)C=1C=NN(C1F)CC